5-{[(2,2-Dimethylpropanoyl)amino]methyl}-N-{1-[3-(trifluoromethoxy)phenyl]-1H-indazol-4-yl}-2-(trifluoromethyl)benzamide CC(C(=O)NCC=1C=CC(=C(C(=O)NC2=C3C=NN(C3=CC=C2)C2=CC(=CC=C2)OC(F)(F)F)C1)C(F)(F)F)(C)C